1-Methyl-N-(5-methyl-2-pyridyl)-2-oxo-quinoline-3-carboxamide CN1C(C(=CC2=CC=CC=C12)C(=O)NC1=NC=C(C=C1)C)=O